2-ethyl-N-(2-ethylhexyl)-N-((5-phenyl-2H-tetrazol-2-yl)methyl)hexan-1-amine C(C)C(CN(CN1N=C(N=N1)C1=CC=CC=C1)CC(CCCC)CC)CCCC